tert-butyl (6-bromo-4-chlorobenzofuran-2-yl)methylcarbamate BrC1=CC2=C(C=C(O2)CNC(OC(C)(C)C)=O)C(=C1)Cl